C(C1=CC=CC=C1)NC(N(C1=NC=C(C=C1)C=1C=NN(C1)C)[C@@H]1CC[C@H](CC1)NC1=NC=C(C(=N1)C=1C(=NN(C1C)C)C)C#N)=O 3-benzyl-1-(trans-4-((5-cyano-4-(1,3,5-trimethyl-1H-pyrazol-4-yl)pyrimidin-2-yl)amino)-cyclohexyl)-1-(5-(1-methyl-1H-pyrazol-4-yl)pyridin-2-yl)urea